3,6-dichloro-9H-fluoren-9-amine ClC=1C=CC=2C(C3=CC=C(C=C3C2C1)Cl)N